1-acryloyl-4-(6-chloro-7-(2-fluorophenyl)quinazolin-4-yl)piperazine-2-carboxamide C(C=C)(=O)N1C(CN(CC1)C1=NC=NC2=CC(=C(C=C12)Cl)C1=C(C=CC=C1)F)C(=O)N